5-(1-(adamantan-1-ylmethyl)-5-methyl-1H-pyrazol-4-yl)-1-(6-(benzo[d]thiazol-2-ylamino)pyridazin-3-yl)-1H-indole-4-carboxylic acid methyl ester COC(=O)C=1C=2C=CN(C2C=CC1C=1C=NN(C1C)CC12CC3CC(CC(C1)C3)C2)C=2N=NC(=CC2)NC=2SC3=C(N2)C=CC=C3